3-(Acetyloxy)-6-[(acetyloxy)methyl]-2-(4-cinnamoylphenoxy)-5-(3,4,5-tri(acetyloxy)-6-[(acetyloxy)methyl]tetrahydro-2h-pyran-2-yloxy)tetrahydro-2h-pyran-4-ylacetate C(C)(=O)OC1C(OC(C(C1CC(=O)[O-])OC1OC(C(C(C1OC(C)=O)OC(C)=O)OC(C)=O)COC(C)=O)COC(C)=O)OC1=CC=C(C=C1)C(C=CC1=CC=CC=C1)=O